4-(p-methylphenoxy)aniline CC1=CC=C(OC2=CC=C(N)C=C2)C=C1